1-[(3,3-dimethyloxan-4-yl)(1-methyl-1H-pyrazol-4-yl)sulfamoyl]-3-(1,2,3,5,6,7-hexahydro-s-indacen-4-yl)urea Sodium Salt [Na].CC1(COCCC1N(S(=O)(=O)NC(=O)NC1=C2CCCC2=CC=2CCCC12)C=1C=NN(C1)C)C